C[C@@H](CC)N1C=CC=C1CCOC1=C(C=C(C=C1)F)F 1-[(2S)-2-butanyl]-5-[2-(2,4-difluorophenoxy)ethyl]-1H-pyrrole